N1C(CC=CC1=O)=O pyridine-2,6(1h,3h)-dione